FC(C1=CC2=C(C=C1)C=1CNCCCC1O2)(F)F 8-(trifluoromethyl)-2,3,4,5-tetrahydro-1H-benzofuro[3,2-c]azepine